C(C)(C)(C)N1N=C(N=C1)C1=C(C=C(C=C1)C(=O)N1CCN(CC1)C=1OC=2C(=NC(=CC2)Cl)N1)C (4-(1-(tert-butyl)-1H-1,2,4-triazol-3-yl)-3-methylphenyl)(4-(5-chlorooxazolo[4,5-b]pyridin-2-yl)piperazin-1-yl)methanone